5-chloro-7-methoxy-3-(pyridin-4-yl)thieno[3,2-b]pyridine ClC1=CC(=C2C(=N1)C(=CS2)C2=CC=NC=C2)OC